benzyl (2s,4s)-2-(4-bromo-2-((2-(trimethylsilyl) ethoxy) methoxy) phenyl)-4-hydroxypiperidine-1-carboxylate BrC1=CC(=C(C=C1)[C@H]1N(CC[C@@H](C1)O)C(=O)OCC1=CC=CC=C1)OCOCC[Si](C)(C)C